C(=O)C1=CC=C(C=C1)N(C(OC(C)(C)C)=O)[C@@H]1C[C@@H](N(C2=CC=CC=C12)C(CC)=O)C tert-Butyl (4-formylphenyl)((2S,4R)-2-methyl-1-propionyl-1,2,3,4-tetrahydroquinolin-4-yl)carbamate